N1=CN=C2N=CNC2=C1N1CCSC(=C1)C(=O)O 4-(7H-purin-6-yl)-3,4-dihydro-2H-1,4-thiazine-6-carboxylic acid